5-(2-Fluorophenyl)-1H-pyrazole FC1=C(C=CC=C1)C1=CC=NN1